hydroxyethyl-methyl-ammonium methyl-sulfate COS(=O)(=O)[O-].OCC[NH2+]C